CS(=O)(=O)O[C@H]1CN(CC1)C(=O)OC(C)(C)C Tert-butyl (R)-3-((methyl sulfonyl)oxy)pyrrolidine-1-carboxylate